n-butyltriphenylphosphonium bromide CCCC[P+](C1=CC=CC=C1)(C2=CC=CC=C2)C3=CC=CC=C3.[Br-]